Dichloromethyl(ethyl)ether ClC(Cl)OCC